C(C)N1C(=NN(C1=O)C1=NC=2C(=CN(C(C2C=C1F)=O)C1=C(C=CC=C1)C(F)(F)F)C(C)C)CO 2-(4-ethyl-3-(hydroxymethyl)-5-oxo-4,5-dihydro-1H-1,2,4-triazol-1-yl)-3-fluoro-8-isopropyl-6-(2-(trifluoromethyl)phenyl)-1,6-naphthyridin-5(6H)-one